sphingosine stearate C(CCCCCCCCCCCCCCCCC)(=O)O.OC[C@H](N)[C@H](O)\C=C\CCCCCCCCCCCCC